BrC1=CC=C2C(C(NC2=C1F)=O)=O 6-Bromo-7-fluoro-1H-indole-2,3-dione